C(C1=CC=CC=C1)OC(=O)N1[C@H](C2=CC=CC(=C2C[C@@H]1CO[Si](C)(C)C(C)(C)C)C=1C=NN(C1)C1COC1)C (1S,3R)-3-(((tert-Butyldimethylsilyl)oxy)methyl)-1-methyl-5-(1-(oxetan-3-yl)-1H-pyrazol-4-yl)-3,4-dihydroisoquinoline-2(1H)-carboxylic acid benzyl ester